2,6-dichloro-N-(5-Chloro-2-hydroxybenzyl)-N-(furan-2-ylmethyl)benzamide ClC1=C(C(=O)N(CC=2OC=CC2)CC2=C(C=CC(=C2)Cl)O)C(=CC=C1)Cl